C(#N)C=1C=C(C(=NC1)C)NC(\C=C\C1=CC=C2C(=NNC2=C1)C)=O (E)-N-(5-cyano-2-methylpyridin-3-yl)-3-(3-methyl-1H-indazol-6-yl)acrylamide